7-fluoro-2-[(1R)-2,2-difluorocyclopropyl]sulfonyl-6,7-dihydro-5H-pyrrolo[1,2-b][1,2,4]triazole FC1CCN2N=C(N=C21)S(=O)(=O)[C@H]2C(C2)(F)F